5-chloro-N-((1r,4r)-4-((3-(2-cyanopyridin-3-yl)-2-oxo-2,3-dihydro-1H-benzo[d]imidazol-1-yl)methyl)cyclohexyl)-2-methylnicotinamide ClC=1C=NC(=C(C(=O)NC2CCC(CC2)CN2C(N(C3=C2C=CC=C3)C=3C(=NC=CC3)C#N)=O)C1)C